1-(4-((2'-ethyl-6',7'-dihydrospiro[piperidine-4,4'-thieno[3,2-c]pyran]-1-yl)methyl)-1H-1,2,3-triazol-1-yl)-3-methylbutan-2,3-diol C(C)C1=CC=2C3(OCCC2S1)CCN(CC3)CC=3N=NN(C3)CC(C(C)(O)C)O